C1(=CC=CC=C1)C=CC=CC(=O)Cl 5-phenylpenta-2,4-dienoyl chloride